C(C1=CC=CC=C1)N1C(C(=CC=C1)C(=O)O)=O 1-benzyl-2-oxo-1,2-dihydropyridine-3-carboxylic acid